(12R)-2,3-difluoro-7-hydroxy-6,8-dioxo-N-(2,4,6-trifluorobenzyl)-6,8,13,14-tetrahydro-12H-5,12-methanobenzo[e]pyrido[1,2-a][1,4]diazonine-9-carboxamide FC1=CC2=C(N3C(C=4N([C@H](CC2)C3)C=C(C(C4O)=O)C(=O)NCC4=C(C=C(C=C4F)F)F)=O)C=C1F